Methyl 4-(methyl(3,3,3-trifluoropropyl)amino)pyrrolo[1,2-a]quinoxaline-7-carboxylate CN(C=1C=2N(C3=CC=C(C=C3N1)C(=O)OC)C=CC2)CCC(F)(F)F